2,6-dichloro-picoline ClC1(NC(=CC=C1)Cl)C